C1=NC(=C2C(=N1)N(C=N2)[C@H]3[C@@H]([C@@H]([C@H](O3)COP(=O)(CP(=O)(O)O)O)O)O)N α,β-methyleneadenosine 5'-diphosphate